C(C)OCC=1NC(=C(N1)CF)C1=CC=CC=C1 2-(ethoxymethyl)-4-(fluoromethyl)-5-phenyl-1H-imidazole